CC(C=C)C1=C(C(=CC=2N=C(SC21)Cl)F)O 7-(but-3-en-2-yl)-2-chloro-5-fluorobenzo[d]thiazol-6-ol